5-(3-ethoxy-4-(7-oxo-6,7-dihydro-3H-[1,2,3]triazolo[4,5-d]pyrimidin-5-yl)phenyl)picolinic acid C(C)OC=1C=C(C=CC1C=1NC(C2=C(N1)NN=N2)=O)C=2C=CC(=NC2)C(=O)O